oxaanone O1C(CCCC1)=O